CN1C(CN(CC1C)C1=NC(=CC=C1)[Sn](C)(C)C)C 1,2,6-trimethyl-4-(6-(trimethylstannyl)pyridin-2-yl)piperazine